C1=C(C=CC2=CC=CC=C12)SC1=CC2=CC=CC=C2C=C1 di(naphthalene-2-yl) sulfide